3-chloro-5-fluoro-benzene-1,2-diamine ClC1=C(C(=CC(=C1)F)N)N